[Si](C1=CC=CC=C1)(C1=CC=CC=C1)(C(C)(C)C)O[C@@H]1C[C@@H](N(C1)C(=O)OC(C)(C)C)COC1=C(C(=CC(=C1)Cl)O)C(=O)OC tert-butyl (2R,4R)-4-((tert-butyldiphenylsilyl)oxy)-2-((5-chloro-3-hydroxy-2-(methoxycarbonyl)phenoxy)methyl)pyrrolidine-1-Carboxylate